2-methyl-3-methoxyethoxy-4-methylsulfuryl-benzoyl-1-ethyl-5-hydroxypyrazole CC1=C(C(=O)C2=NN(C(=C2)O)CC)C=CC(=C1OCCOC)S(=O)(=O)C